N1(N=CC=C1)C1=CC=C(C=C1)C1=NC(=CC(=N1)C(=O)NCC1=CC=C(C=C1)/C=C/C(=O)OC)CN[C@H]1[C@@H](C1)C1=CC=C(C=C1)F methyl (E)-3-(4-((2-(4-(1H-pyrazol-1-yl)phenyl)-6-((((1R,2S)-2-(4-fluorophenyl)cyclopropyl)amino)methyl)pyrimidine-4-carboxamido)methyl)phenyl)acrylate